(1S,2S)-N-(6-(5-chloro-7-(2-ethoxypropan-2-yl)-6-fluoro-1H-indazol-4-yl)imidazo[1,2-a]pyrazin-2-yl)-2-fluorocyclopropane-1-carboxamide ClC=1C(=C2C=NNC2=C(C1F)C(C)(C)OCC)C=1N=CC=2N(C1)C=C(N2)NC(=O)[C@H]2[C@H](C2)F